NC=1C=C(C(=NC1)C1=C(C=2N=CN=C(C2N1C1=CC(=C(C=C1)OCC1=CC=CC=C1)F)NCC1=CC=C(C=C1)OC)C)F 6-(5-amino-3-fluoropyridin-2-yl)-5-(4-(benzyloxy)-3-fluorophenyl)-N-(4-methoxybenzyl)-7-methyl-5H-pyrrolo[3,2-d]pyrimidin-4-amine